C(C)(C)(C)OC(=O)N1CC2=CC(=CC=C2CC1)OCC1=CC=C(C=C1)C#N 7-((4-cyanobenzyl)oxy)-3,4-dihydroisoquinoline-2(1H)-carboxylic acid tert-butyl ester